(-)-2-(8-Methoxy-2-naphthyl)-1-propanol COC=1C=CC=C2C=CC(=CC12)C(CO)C